1,3-dibenzyl-2-thiourea C(C1=CC=CC=C1)NC(=S)NCC1=CC=CC=C1